(8R,9S,13S,14S,15R,16R,17R)-13-methyl-6,7,8,9,11,12,14,15,16,17-decahydrocyclopenta[a]phenanthrene-3,15,16,17-tetrol C[C@@]12[C@H]([C@@H]([C@@H]([C@H]1[C@@H]1CCC=3C=C(C=CC3[C@H]1CC2)O)O)O)O